acetyl-salicylic acid lysine salt N[C@@H](CCCCN)C(=O)O.C(C)(=O)OC=1C(C(=O)O)=CC=CC1